FC(C1=CN=C(S1)C1=CN=C2N1N=C(C=C2)NC2CCC(CC2)C(C)(C)O)(F)F 2-((1r,4r)-4-((3-(5-(trifluoromethyl)thiazol-2-yl)imidazo[1,2-b]pyridazin-6-yl)amino)cyclohexyl)propan-2-ol